2-(3-((R)-(4-methyl-4H-1,2,4-triazol-3-yl)(oxetan-3-yl)methyl)phenyl)-6-((R)-1-((1-methylcyclobutyl)amino)ethyl)-4-(trifluoromethyl)isoindolin-1-one CN1C(=NN=C1)[C@@H](C=1C=C(C=CC1)N1C(C2=CC(=CC(=C2C1)C(F)(F)F)[C@@H](C)NC1(CCC1)C)=O)C1COC1